N1(CCSCC1)C(=S)SC1=CC=C(C=C1)C p-tolyl thiomorpholine-4-carbodithioate